CC=1N(C=CN1)CCCNCCCCCCCC(=O)OC(CCCCCCCC)CCCCCCCC heptadecan-9-yl 8-((3-(2-methyl-1H-imidazol-1-yl)propyl)amino)octanoate